tert-Butyl 3-hydroxy-2-azaspiro[4.5]decane-2-carboxylate OC1N(CC2(C1)CCCCC2)C(=O)OC(C)(C)C